(1-adamantyl)-n-butylphosphine C12(CC3CC(CC(C1)C3)C2)PCCCC